C(CCCCCC)(=O)SC(CCCCCC)=O heptanoyl sulfide